C1(CC1)S(=O)(=O)C1(CC1)CN1C(C2=C(CC1)C(=NN2CC(C)O)C(=O)N)=O 6-((1-(cyclopropylsulfonyl)cyclopropyl)methyl)-1-(2-hydroxypropyl)-7-oxo-4,5,6,7-tetrahydro-1H-pyrazolo[3,4-c]pyridine-3-carboxamide